4-(2H-benzotriazol-2-yl)-2-methyl-1,3-benzenediol N=1N(N=C2C1C=CC=C2)C2=C(C(=C(C=C2)O)C)O